C1(=CC=CC=C1)C=1C=NC(=C(C(=O)N)C1)N1C[C@@H](CC1)NC1=NC=C(C=C1)C(F)(F)F (R)-5-phenyl-2-(3-(5-(trifluoromethyl)pyridin-2-ylamino)pyrrolidin-1-yl)nicotinamide